diazaboran-naphthoanthracene C1=C2C=CC3=C(C=CC=4C=C5C=CC=CC5=CC34)C2=CC=C1.NBN